7-(4-((1H-indazol-5-yl)amino)pyrimidin-2-yl)-N-isopropylquinoline-2-carboxamide N1N=CC2=CC(=CC=C12)NC1=NC(=NC=C1)C1=CC=C2C=CC(=NC2=C1)C(=O)NC(C)C